C1(=CC=CC=C1)N(C(=O)N1[C@@H]([C@H]2CC[C@@H](C1)N2C(CC(C)C2=CC=CC=C2)=O)C(=O)O)C2=CC=CC=C2 (1R,2S,5S)-3-(diphenylcarbamoyl)-8-(3-phenylbutyryl)-3,8-diazabicyclo[3.2.1]octane-2-carboxylic acid